(6-methyl-5,6,7,8-tetrahydro-1H-pyrrolo[2,3-g]isoquinolin-2-yl)methanone CN1CC=2C=C3C(=CC2CC1)NC(=C3)C=O